CC1(N(C2=CC=CC=C2C(C1)CCC)C(C)=O)C 1-(2,2-dimethyl-4-propyl-3,4-dihydroquinolin-1-yl)ethanone